N1C=CC2=CC(=CC=C12)OC1=NC(=NC(=N1)N)NC1=CC=C(C=C1)S(=O)(=O)N 4-((4-((1H-indol-5-yl)oxy)-6-amino-1,3,5-triazin-2-yl)amino)benzenesulfonamide